1-(3-(phenylethynyl)thiophen-2-yl)ethan-1-one C1(=CC=CC=C1)C#CC1=C(SC=C1)C(C)=O